FC1=CC=C(C=C1)[C@@H]1N(CCC2=CC=CC=C12)C(=O)OC1CCN(CC1)CCOCC#C 1-(2-(prop-2-yn-1-yloxy)ethyl)piperidin-4-yl (S)-1-(4-fluorophenyl)-3,4-dihydroisoquinoline-2(1H)-carboxylate